thieno[2,3-d]imidazole N1C=NC2=C1C=CS2